NC1=NN2C(C=C(C=C2)C=2C=C(C(=NC2)OC)NS(=O)(=O)C)=C1 N-(5-(2-aminopyrazolo[1,5-A]pyridin-5-yl)-2-methoxypyridin-3-yl)methanesulfonamide